C(#N)COC(=O)C1=NC(=C(C(=C1Cl)N)F)C1=CC=C2C=CNC2=C1F Cyanomethyl-4-amino-3-chloro-5-fluoro-6-(7-fluoro-1H-indol-6-yl)pyridin-2-carboxylate